C1(CCC1)OC1=CC=C2C(NN=C(C2=C1)CC=1C=CC(=C(C(=O)N2CCC3N(CCC32)C(=O)OC(C)(C)C)C1)F)=O tert-butyl 4-(5-((7-cyclobutoxy-4-oxo-3,4-dihydrophthalazin-1-yl)methyl)-2-fluorobenzoyl)hexahydropyrrolo[3,2-b]pyrrole-1(2H)-carboxylate